(S)-2-(((R)-2-((S)-4-(difluoromethyl)-2-carbonyloxazolidin-3-yl)-5-methyl-5,6-dihydrobenzo[f]imidazo[1,2-d][1,4]oxazepin-9-yl)amino)propionamide FC([C@H]1N(C(OC1)=C=O)C=1N=C2N([C@@H](COC3=C2C=CC(=C3)N[C@H](C(=O)N)C)C)C1)F